C(#N)CN(CCN(CC#N)CC#N)CCN1CCN(CC1)CCN1C(NCC1)=O 2,2'-((2-((cyanomethyl)(2-(4-(2-(2-oxoimidazolidin-1-yl)ethyl)piperazin-1-yl)ethyl)amino)ethyl)azane-diyl)diacetonitrile